N-((E)-3-(2-(2,6-Dioxopiperidin-3-yl)-1-oxoisoindolin-4-yl)allyl)-5-(8-((R)-8-ethyl-4-methyl-2-oxo-2,3,4,5-tetrahydro-1H-benzo[b][1,4]diazepin-6-yl)isoquinolin-3-yl)picolinamide O=C1NC(CCC1N1C(C2=CC=CC(=C2C1)/C=C/CNC(C1=NC=C(C=C1)C=1N=CC2=C(C=CC=C2C1)C1=CC(=CC=2NC(C[C@H](NC21)C)=O)CC)=O)=O)=O